(4,4-difluoropiperidin-1-yl)(1-(6-(5-methyl-1H-1,2,3-triazol-4-yl)pyridin-3-yl)-1H-pyrrolo[2,3-b]pyridin-5-yl)methanone edetate (ethylenediaminetetraacetate) C(CN(CC(=O)O)CC(=O)O)N(CC(=O)O)CC(=O)O.C(N(CC(=O)O)CC(=O)O)CN(CC(=O)O)CC(=O)O.FC1(CCN(CC1)C(=O)C=1C=C2C(=NC1)N(C=C2)C=2C=NC(=CC2)C=2N=NNC2C)F